(Z)-N,N,2-trimethyldecan-4-enamide CN(C(C(C\C=C/CCCCC)C)=O)C